COC1=CC(=NC=C1)C1=NC2=CC=C(C=C2C(N1)=O)C1CCN(CC1)C 2-(4-Methoxypyridin-2-yl)-6-(1-methylpiperidin-4-yl)quinazolin-4(3H)-one